C(C)(C)(C)OC(=O)NCC(=O)N[C@@H]1CC[C@H](CC1)CC(=O)N[C@@H](CC=1C(=C(C(=O)O)C=CC1)OC)B1OC2(C3C(C(CC2O1)C3)(C)C)C 3-((2R)-2-(2-(trans-4-(2-(tert-butoxycarbonylamino)acetamido)cyclohexyl)acetamido)-2-(2,9,9-trimethyl-3,5-dioxa-4-bora-tricyclo[6.1.1.02,6]dec-4-yl)ethyl)-2-methoxybenzoic acid